NC=1C=C(C=CC1)CC(=O)NC1=NC=C(C(=C1)C1=C2N(N=C1)CC(C2)(C)C)Cl (3-aminophenyl)-N-(5-chloro-4-(5,5-dimethyl-5,6-dihydro-4H-pyrrolo[1,2-b]pyrazol-3-yl)pyridin-2-yl)acetamide